3-(6-fluoropyridin-3-yl)-4H-quinolin-4-one FC1=CC=C(C=N1)C1C=NC2=CC=CC=C2C1=O